O=C1COCC2(CCCN(C2)C(=O)OC(C)(C)C)CN1 tert-Butyl 10-oxo-8-oxa-2,11-diazaspiro[5.6]dodecane-2-carboxylate